7-(4-((2,2-difluoroethyl)amino)butyl)-3,4-dihydro-1,8-naphthyridine FC(CNCCCCC1=CC=C2CCC=NC2=N1)F